C1(CCC(CC1)C(C)C)(C)OCC(CO)O 3-(1-Menthoxy)propane-1,2-diol